C(C)(C)(C)OC(NCCOC1CCC(CC1)CN1CCN(CC1)C1=CC2=C(N(C(N2C)=O)C2C(NC(CC2)=O)=O)C=C1)=O.CC1=NC=CC=C1 2-methyl-pyridin tert-butyl-N-[2-[4-[[4-[1-(2,6-dioxo-3-piperidyl)-3-methyl-2-oxo-benzimidazol-5-yl]piperazin-1-yl]methyl]cyclohexoxy]ethyl]carbamate